4-(4-benzylpiperazin-1-yl)-3-fluoropiperidine-1-carboxylate C(C1=CC=CC=C1)N1CCN(CC1)C1C(CN(CC1)C(=O)[O-])F